3-((4-(4-fluoro-3-methylphenyl)-7-hydroxy-3-isopropylisoquinolin-1-yl)oxy)-1-methylcyclobutane-1-carboxylic acid FC1=C(C=C(C=C1)C1=C(N=C(C2=CC(=CC=C12)O)OC1CC(C1)(C(=O)O)C)C(C)C)C